NC1=C2C(=NC=N1)N(N=C2C#CC=2C=CC1=C(N=C(S1)CC)C2)[C@@H]2CN(CC2)C(C=C)=O (S)-1-(3-(4-amino-3-((2-ethylbenzo[d]thiazol-5-yl)ethynyl)-1H-pyrazolo[3,4-d]pyrimidin-1-yl)pyrrolidin-1-yl)prop-2-en-1-one